(2,2-Dimethoxyethyl)benzol COC(CC1=CC=CC=C1)OC